O[C@@H]1[C@H](O[C@H]([C@@H]([C@H]1O)O)O)C(=O)OCC1=CC=CC=C1 benzyl (2S,3S,4S,5R,6R)-3,4,5,6-tetrahydroxytetrahydropyran-2-carboxylate